N-(((1-methylpiperidin-4-yl)amino)((4-methylquinazolin-2-yl)amino)methylene)acetamide CN1CCC(CC1)NC(=NC(C)=O)NC1=NC2=CC=CC=C2C(=N1)C